COC([C@H](C[C@H]1C(NCC1)=O)NC(=O)[C@H]1N(C[C@@H](C1)C)C(=O)OC(C)(C)C)=O tert-butyl (2S,4R)-2-[[(1S)-2-methoxy-2-oxo-1-[[(3S)-2-oxopyrrolidin-3-yl]methyl]ethyl]carbamoyl]-4-methyl-pyrrolidine-1-carboxylate